3,4'-biphenyldicarboxylic acid C1(=CC(=CC=C1)C(=O)O)C1=CC=C(C=C1)C(=O)O